p-(methoxy-3-methylbutoxy)phenylacetyl chloride COC(CC(C)C)OC1=CC=C(C=C1)CC(=O)Cl